N[C@@]1(CN(CCC1)CC1=CC=CC=C1)C=1C=C(C(=O)OCC)C=CC1 |r| (±)-Ethyl 3-(3-amino-1-benzyl-3-piperidyl)benzoate